rac-((3R,4S)-1-((3-(bromomethyl)phenyl)-sulphonyl)-3-fluoropiperidin-4-yl)carbamic acid tert-butyl ester C(C)(C)(C)OC(N[C@@H]1[C@@H](CN(CC1)S(=O)(=O)C1=CC(=CC=C1)CBr)F)=O |r|